ClC=1C=NC(=NC1)N1CCC(CC1)CCCOC1=CC(=C(C=C1)CC(=O)N1CC(CC1)(C(=O)NC[C@@H]([C@H]([C@@H]([C@@H](CO)O)O)O)O)O)F 1-[2-[4-[3-[1-(5-chloropyrimidin-2-yl)-4-piperidyl]propoxy]-2-fluoro-phenyl]acetyl]-3-hydroxy-N-[(2S,3R,4R,5R)-2,3,4,5,6-pentahydroxyhexyl]pyrrolidine-3-carboxamide